NC1=NNC(C2=C1N(N=C2[C@@H]2[C@@H](CCC2)F)C2=CC=C(CNC(C1=C(C=CC(=C1)F)OC)=O)C=C2)=O N-(4-(7-amino-3-((1R,2R)-2-fluorocyclopentyl)-4-oxo-4,5-dihydro-1H-pyrazolo[3,4-d]pyridazin-1-yl)benzyl)-5-fluoro-2-methoxybenzamide